C1(C=CC(N1C(CON1C(CCC1=O)=O)C)=O)=O N-(β-maleimidopropoxy)succinimide